C(C)N1N=NC2=C1C=C(C=C2)C=2C=CN1N=C(N=C(C12)OC)NC1CC(C1)(C)NC(C)=O N-((1s,3s)-3-((5-(1-ethyl-1H-benzo[d][1,2,3]triazol-6-yl)-4-methoxypyrrolo[2,1-f][1,2,4]triazin-2-yl)amino)-1-methylcyclobutyl)acetamide